2,2-bis(3-amino-4-hydroxyphenyl)hexafluoropropane Dioctyl-sulfosuccinate magnesium salt [Mg+2].C(CCCCCCC)C(C(C(=O)[O-])S(=O)(=O)O)(C(=O)[O-])CCCCCCCC.NC=1C=C(C=CC1O)C(C(F)(F)F)(C(F)(F)F)C1=CC(=C(C=C1)O)N